3-(2-Chloro-6-methyl-4-pyridyl)-2-(3-cyanophenyl)-N-methylsulfonyl-pyrazolo[1,5-a]pyrimidine-5-carboxamide ClC1=NC(=CC(=C1)C=1C(=NN2C1N=C(C=C2)C(=O)NS(=O)(=O)C)C2=CC(=CC=C2)C#N)C